CNC(=O)C=1C=CC=2N(C3=CC(=C(C=C3C2C1)C)C)C1=CC=C(C=C1)C(F)(F)F N,6,7-trimethyl-9-[4-(trifluoromethyl)phenyl]-9H-carbazole-3-carboxamide